CC1CC12CNC1=NC=C(C=C12)C1=CNC2=C(C=CC=C12)N1C(CNCC1)=O 1-(3-(2-methyl-1',2'-dihydrospiro[cyclopropane-1,3'-pyrrolo[2,3-b]pyridin]-5'-yl)-1H-indol-7-yl)piperazin-2-one